N[C@@H]1C(NC2=C(OC1)C=C(C=C2)NC2=C(C=C(C=C2)N2CC(C2)F)C)=O (S)-3-amino-8-((4-(3-fluoroazetidin-1-yl)-2-methylphenyl)amino)-2,3-dihydrobenzo[b][1,4]oxazepin-4(5H)-one